The molecule is a pyranoindolizinoquinoline that is pyrano[3',4':6,7]indolizino[1,2-b]quinoline which is substituted by oxo groups at positions 3 and 14, and by an ethyl group and a hydroxy group at position 4 (the S enantiomer). It has a role as an EC 5.99.1.2 (DNA topoisomerase) inhibitor, an antineoplastic agent, a genotoxin and a plant metabolite. It is a pyranoindolizinoquinoline, a tertiary alcohol, a delta-lactone and a quinoline alkaloid. CC[C@@]1(C2=C(COC1=O)C(=O)N3CC4=CC5=CC=CC=C5N=C4C3=C2)O